N([C@@H]([C@H](O)C)C(=O)O)([2H])[2H] threonine-d2